C(CCCC=CCCCCCC)(=O)[O-] dodeca-5-enoate